3-fluoro-phenylhydrazine hydrochloride Cl.FC=1C=C(C=CC1)NN